C(C)C1=C(C(=CC=C1)F)N1N=C2C(=CC1=O)NN=C2C2=CC=C(C=C2)N2CCN(CC2)CC(C)(C)O 5-(2-ethyl-6-fluorophenyl)-3-(4-(4-(2-hydroxyl-2-methylpropyl)piperazin-1-yl)phenyl)-1H-pyrazolo[4,3-c]pyridazin-6(5H)-one